C(C)(C)(C)OC(=O)N1CC2(C1)CCN(CC2)C2=NC(=C(C(=C2C#N)CC)C#N)SC(C(=O)N)C2=CC=CC=C2 7-(6-((2-amino-2-oxo-1-phenylethyl)thio)-3,5-dicyano-4-ethylpyridin-2-yl)-2,7-diazaspiro[3.5]nonane-2-carboxylic acid tert-butyl ester